C1(CC1)NC(=O)C=1C=C(C(=CC1)C)C1=CC=C(C=C1)C(=O)C1CC(CC1)O N-cyclopropyl-4'-(3-hydroxycyclopentanecarbonyl)-6-methyl-[1,1'-biphenyl]-3-carboxamide